(+)-2-Fluoro-3-hydroxy-2-(4-methoxybenzyl)-2,3-dihydro-1H-inden-1-one FC1(C(C2=CC=CC=C2C1O)=O)CC1=CC=C(C=C1)OC